4-[[(2R,3S,4S,5S)-3-(3,4-Difluoro-2-methoxy-phenyl)-4,5-dimethyl-5-(trifluoromethyl)tetrahydrofuran-2-carbonyl]amino]-5-methyl-pyridin-2-carboxamid FC=1C(=C(C=CC1F)[C@H]1[C@@H](O[C@@]([C@H]1C)(C(F)(F)F)C)C(=O)NC1=CC(=NC=C1C)C(=O)N)OC